N1CC(C1)N1N=CC=2C1=NC(=CC2CN2CCCC2)Cl (azetidin-3-yl)-6-chloro-4-(pyrrolidin-1-ylmethyl)-1H-pyrazolo[3,4-B]pyridine